sodium tripolynate [Po]([Po]#[PoH])(=O)[O-].[Na+]